C12C(CCCC2C1)C1=NOC(=N1)C1CCN(CC1)C(CC1=NC(=NO1)C)=O 1-(4-(3-(bicyclo[4.1.0]heptan-2-yl)-1,2,4-oxadiazol-5-yl)piperidin-1-yl)-2-(3-methyl-1,2,4-oxadiazol-5-yl)ethan-1-one